C(C)OC1=NC=CC=C1C1=NC=2C(NCC3(CCN(CC3)C=3C(=NC(=CC3)OC)C(F)(F)F)C2C=C1)=O 2-(2-ethoxypyridin-3-yl)-1'-[6-methoxy-2-(trifluoromethyl)pyridin-3-yl]spiro[6,7-dihydro-1,7-naphthyridine-5,4'-piperidine]-8-one